1-cyclopropyl-5-(2,6-dimethylphenoxy)-4-iodopyridin-2-one C1(CC1)N1C(C=C(C(=C1)OC1=C(C=CC=C1C)C)I)=O